3-(2-chloro-4'-(1-(1-methyl-1H-pyrazol-3-yl)ethoxy)-[1,1'-biphenyl]-3-yl)piperidine-2,6-dione ClC1=C(C=CC=C1C1C(NC(CC1)=O)=O)C1=CC=C(C=C1)OC(C)C1=NN(C=C1)C